O=C1C(C(CO1)CC1=CC(=CC=C1)O)CC=1C=C(C=CC1)[O-] 3-({2-oxo-5-[(3-hydroxyphenyl)methyl]-3-oxacyclopentyl}methyl)phenolate